N[C@H]1C(CC(C1)C(=O)[O-])(F)F (4R)-4-amino-3,3-difluorocyclopentane-1-carboxylate